6-trifluoromethyl-1,3-indandione FC(C1=CC=C2C(CC(C2=C1)=O)=O)(F)F